CC1=C(C(=O)OC)C=CC(=C1)C=NNS(=O)(=O)C1=CC=C(C)C=C1 methyl 2-methyl-4-((2-tosylhydrazineylidene)methyl)benzoate